C(C1=CC=CC=C1)OC1=C(C=O)C(=CC(=C1)OCOC)OCOC 2-(Benzyloxy)-4,6-bis(methoxymethoxy)benzaldehyde